N-(6-Chloro-3-cyanopyridin-2-yl)-2-((3-(2,6-dioxopiperidin-3-yl)-1-methyl-1H-indazol-7-yl)oxy)acetamide ClC1=CC=C(C(=N1)NC(COC=1C=CC=C2C(=NN(C12)C)C1C(NC(CC1)=O)=O)=O)C#N